6-(difluoromethyl)-N-(3,6-dimethyl-9H-thioxanthen-9-yl)-2-oxo-1,2-dihydropyridine-3-carboxamide FC(C1=CC=C(C(N1)=O)C(=O)NC1C2=CC=C(C=C2SC=2C=C(C=CC12)C)C)F